O=C1NC(CCC1N1C(C2=CC=CC(=C2C1=O)NCC1=CC=C(CN2CCN(CC2)C2=CC(=NC=C2)C(=O)N)C=C1)=O)=O 4-(4-(4-((2-(2,6-dioxopiperidin-3-yl)-1,3-dioxoisoindolin-4-ylamino)methyl)benzyl)piperazin-1-yl)picolinamide